[6-(5-tert-butyl-1,3-thiazol-2-yl)-5-oxo-6-azaspiro[3.4]oct-2-yl]carbamic acid tert-butyl ester C(C)(C)(C)OC(NC1CC2(C1)C(N(CC2)C=2SC(=CN2)C(C)(C)C)=O)=O